[Na+].C(CCCCCC)OC(=S)[S-] heptylxanthate sodium